(morpholinosulfonyl)piperidin O1CCN(CC1)S(=O)(=O)N1CCCCC1